C1(=CC=CC=C1)[C@@H]1N(OCC1)C1=CC(=NC=N1)NC1=CC=C(C=C1)N1CCN(CC1)C(C)=O (R)-1-(4-(4-((6-(3-phenylisoxazolidin-2-yl)pyrimidin-4-yl)amino)phenyl)piperazin-1-yl)ethane-1-one